C(C)OC1=CC2=C(C(N(N=C2C(C)C)CC(=O)NC2=NC=CC=N2)=O)S1 2-[2-Ethoxy-7-oxo-4-(propan-2-yl)-6H,7H-thieno[2,3-d]pyridazin-6-yl]-N-(pyrimidin-2-yl)acetamide